SCC1CSCC1CS 3,4-di-(mercaptomethyl)tetrahydrothiophene